4-(5-methyl-4-(1-methyl-1H-pyrazol-5-yl)-7-(3-methyl-1H-pyrazol-5-yl)imidazo[1,5-b]pyridazin-2-yl)morpholine CC=1N=C(N2N=C(C=C(C21)C2=CC=NN2C)N2CCOCC2)C2=CC(=NN2)C